C(C)OC(=O)C=1NC2=CC=C(C=C2C1)SC1=CC=C(C=C1)F 5-((4-fluorophenyl)thio)-1H-indole-2-carboxylic acid ethyl ester